4-(4-Methylpiperazin-1-yl)-N-(3-(((7-(pyridin-4-yl)-2,3-dihydrofuro[3,2-c]pyridin-4-yl)amino)methyl)phenyl)butanamid CN1CCN(CC1)CCCC(=O)NC1=CC(=CC=C1)CNC1=NC=C(C2=C1CCO2)C2=CC=NC=C2